styrene-malate C(=CC1=CC=CC=C1)C(C(C(=O)[O-])O)C(=O)[O-]